(Diisobutyl)(dimethylphenyl)quinoline C(C(C)C)C1=C(C(=NC2=CC=CC=C12)C1=C(C(=CC=C1)C)C)CC(C)C